C1(CC1)C=1C=C(C(=NC1)C1=NC=C(C(N1C)=O)OCC(C(F)(F)F)(F)F)S(=O)(=O)CC 2-(5-cyclopropyl-3-ethylsulfonyl-2-pyridyl)-3-methyl-5-(2,2,3,3,3-pentafluoropropoxy)pyrimidin-4-one